6-(2-fluoro-6-methyl-4-(2-(methyl-d3)-2H-indazol-5-yl)benzyl)-6,7-dihydro-5H-pyrrolo[3,4-b]pyridin-5-one-7,7-d2 FC1=C(CN2C(C3=NC=CC=C3C2=O)([2H])[2H])C(=CC(=C1)C1=CC2=CN(N=C2C=C1)C([2H])([2H])[2H])C